3-(p-tolyl)Thiourea C1(=CC=C(C=C1)NC(N)=S)C